FC(C(=O)NC[C@@H]1OC(N2C3=C(OC[C@H]21)C=C(C(=C3)F)N3CCS(CC3)=O)=O)F 2,2-Difluoro-N-(((3S,3aS)-8-fluoro-7-(1-oxidothiomorpholino)-1-oxo-3a,4-dihydro-1H,3H-benzo[b]oxazolo[3,4-d][1,4]oxazin-3-yl)methyl)acetamide